C(C)C1=C(C=CC(=C1C(=O)N)O)OC 6-ethyl-2-hydroxy-5-methoxy-benzamide